tris-(o-tolyl)phosphine C1(=C(C=CC=C1)P(C1=C(C=CC=C1)C)C1=C(C=CC=C1)C)C